ClC1=NC(=NC=N1)N1CC2CCC(C1)N2C(=O)OC(C)(C)C tert-Butyl 3-(4-chloro-1,3,5-triazin-2-yl)-3,8-diazabicyclo[3.2.1]octane-8-carboxylate